2-(6-(2-((3-methyl-4-((1-Methylpiperidin-4-yl)oxy)phenyl)amino)-7H-pyrrolo[2,3-d]pyrimidin-7-yl)pyridin-2-yl)propan-2-ol CC=1C=C(C=CC1OC1CCN(CC1)C)NC=1N=CC2=C(N1)N(C=C2)C2=CC=CC(=N2)C(C)(C)O